NC[C@H](CNS(=O)(=O)C=1C(=C(C(=CC1)N1C[C@H]([C@H](CC1)CN)F)C=1N=NNN1)S(=O)(=O)N)O N1-((R)-3-amino-2-hydroxypropyl)-4-(cis-4-(aminomethyl)-3-fluoropiperidin-1-yl)-3-(2H-tetrazol-5-yl)benzene-1,2-disulfonamide